FC([C@@H]1[C@](CN(CC1)C)(C)COC1=NC2=C(C(=C(C=C2C=N1)F)C1=CC(=CC2=CC=C(C(=C12)CC)F)O)F)F 2-(((3S,4S)-4-(difluoromethyl)-1,3-dimethylpiperidin-3-yl)methoxy)-7-((Ra)-8-ethyl-7-fluoro-3-hydroxynaphthalen-1-yl)-6,8-difluoroquinazolin